C1(CCC(N1C(C(=O)OCCO[C@H]1C[C@H]([C@@H]2OC(O[C@@H]21)(C)C)N)CCCCNC(CCN2C(C=CC2=O)=O)=O)=O)=O 2-(((3ar,4s,6r,6as)-6-amino-2,2-dimethyltetrahydro-3aH-cyclopenta[d][1,3]dioxol-4-yl)oxy)ethanol Succinimidyl-6-(beta-maleimidopropionamido)-hexanoate